4-((2R,4R)-4-cyclopropyl-1-((5-methoxy-7-methyl-1H-indol-4-yl)methyl)piperidin-2-yl)benzoic acid C1(CC1)[C@H]1C[C@@H](N(CC1)CC1=C2C=CNC2=C(C=C1OC)C)C1=CC=C(C(=O)O)C=C1